3-(2-methoxyethyl) 5-[(2E)-3-(pyridin-4-yl)-2-propen-1-yl]2,6-dimethyl-4-(4-nitrophenyl)-1,4-dihydropyridine-3,5-dicarboxylate N1=CC=C(C=C1)/C=C/CC1(C(C(=C(NC1C)C)C(=O)OCCOC)C1=CC=C(C=C1)[N+](=O)[O-])C(=O)[O-]